5,5,5-trifluoro-3-methyl-pentanoic acid FC(CC(CC(=O)O)C)(F)F